diphenyl-butanedione C1(=CC=CC=C1)C(C(C(C)=O)=O)C1=CC=CC=C1